4,5-dimethyl-6-(3-(trifluoromethyl)-7,8-dihydro-1,6-naphthyridin-6(5H)-yl)pyridazine-3-carbonitrile CC1=C(N=NC(=C1C)N1CC=2C=C(C=NC2CC1)C(F)(F)F)C#N